P(=O)([O-])([O-])[O-].[Fe+3].O Water iron phosphate